C(C)N1N=C2C=C(C=CC2=C1)COC1=CC=CC(=N1)C1CCN(CC1)C (4-(6-((2-ethyl-2H-indazol-6-yl)methoxy)pyridin-2-yl)piperidin-1-yl)methan